Cl.NC1=NC=C(C2=C1C=NN2)NC(C(=O)N(CC2=NC=C(C=C2)C(F)(F)F)[C@@H]2CCC1=CC=CC=C21)=O (R)-N1-(4-amino-1H-pyrazolo[4,3-c]pyridin-7-yl)-N2-(2,3-dihydro-1H-inden-1-yl)-N2-((5-(trifluoromethyl)pyridin-2-yl)methyl)oxalamide Hydrogen chloride